C(#N)C=1C=CC=C2C=C(NC12)C(=O)N1[C@@H](CC(C1)(C)C)C(=O)N[C@H](C=O)C[C@H]1C(NCC1)=O (S)-1-(7-Cyano-1H-indole-2-carbonyl)-4,4-dimethyl-N-((S)-1-oxo-3-((S)-2-oxopyrrolidin-3-yl)propan-2-yl)pyrrolidine-2-carboxamide